6-(4-fluorophenyl)-2,4-dimethyl-1H-pyrrolo[3,4-c]pyridine-1,3(2H)-dione FC1=CC=C(C=C1)C1=CC2=C(C(=N1)C)C(N(C2=O)C)=O